C(C1=CC(C)=C(C)C(C)=C1)(=O)O α-isodurylic acid